ClC=1C=C(O[C@@H]2CN(CC2)C2CCN(CC2)C(=O)OC(C)(C)C)C=CC1C(N(C)C)=O (S)-tert-butyl 4-(3-(3-chloro-4-(dimethylcarbamoyl)phenoxy) pyrrolidin-1-yl)piperidine-1-carboxylate